C(CCCC[C@@H]1SC[C@@H]2NC(=O)N[C@H]12)(=O)NCC 2-(biotinylamino)ethane